BrC=1C=CC=2N(C3=CC=C(C=C3C2C1)Br)CC(CNC(CO)(CO)CO)O 2-((3-(3,6-dibromo-9H-carbazol-9-yl)-2-hydroxypropyl)amino)-2-(hydroxymethyl)propane-1,3-diol